FC(C1=NN=C(O1)C1=CN=C(S1)CN(S(=O)(=O)CC)C1=NC=C(C=C1)C)F N-({5-[5-(difluoromethyl)-1,3,4-oxadiazol-2-yl]-1,3-thiazol-2-yl}methyl)-N-(5-methylpyridin-2-yl)ethane-1-sulfonamide